C(C)(C)(C)OC(=O)N1CC=C(CC1)C=1C=C2C(=NC(N(C2=CC1)C)=O)N[C@H](C)C1=CC(=CC(=C1)C(F)(F)F)N (R)-4-(4-((1-(3-amino-5-trifluoromethylphenyl)ethyl)amino)-1-methyl-2-oxo-1,2-dihydroquinazolin-6-yl)-5,6-dihydropyridine-1(2H)-carboxylic acid tert-butyl ester